(3,5-bis((1-hydroxy-1,3-dihydrobenzo[c][1,2]oxaborole-3-carboxamido)methyl)benzoyl)glutamic acid potassium carbonate C([O-])([O-])=O.[K+].OB1OC(C2=C1C=CC=C2)C(=O)NCC=2C=C(C(=O)N[C@@H](CCC(=O)O)C(=O)O)C=C(C2)CNC(=O)C2C1=C(B(O2)O)C=CC=C1.[K+]